FC=1C(=NC(=NC1)C1=C(N(C2=NC=CC=C21)S(=O)(=O)C2=CC=C(C)C=C2)C)NC2C(C1CCC2CC1)C(=O)OC (+/-)-trans-methyl 3-((5-fluoro-2-(2-methyl-1-tosyl-1H-pyrrolo[2,3-b]pyridin-3-yl) pyrimidin-4-yl)amino)bicyclo[2.2.2]octane-2-carboxylate